C(=O)(O)CCN(CCC(=O)O)CCCCCCCCCCCCCCCCCC.[Na] sodium N,N-bis(2-carboxyethyl)-octadecylamine